aluminium sulphur [S].[Al]